(±)-(3S*,4R*)-4-((5-(hydroxymethyl)-2-(methylthio)pyrimidin-4-yl)amino)-3-methyltetrahydrofuran-3-ol OCC=1C(=NC(=NC1)SC)N[C@H]1[C@@](COC1)(O)C |r|